ClC1=CC=C(C=C1)NC([C@@H](CC(F)(F)F)C1CC2(CN(C2)C2=NOC(=C2C(F)(F)F)C)C1)=O |o1:9| (S or R)-N-(4-chlorophenyl)-4,4,4-trifluoro-2-(2-(5-methyl-4-(trifluoromethyl)isoxazol-3-yl)-2-azaspiro[3.3]heptan-6-yl)butanamide